C(#N)C1=CC=C(COC2=C(C=CC(=N2)C2=CC(=C(CC3=NC4=C(N3[C@@H]3COCC3(C)C)C=C(C=C4F)C(=O)O)C=C2F)F)F)C=C1 (S)-2-(4-(6-((4-cyanobenzyl)oxy)-5-fluoropyridin-2-yl)-2,5-difluorobenzyl)-1-(4,4-dimethyltetrahydrofuran-3-yl)-4-fluoro-1H-benzo[d]imidazole-6-carboxylic acid